ClC=1C(=CC=C2N=CC(=NC12)C=1C=NN(C1)C1(CN(C1)S(=O)(=O)CC)CC#N)OC=1C=CC2=C(N(C(=N2)C)COCC[Si](C)(C)C)C1 2-(3-(4-(8-Chloro-7-((2-methyl-1-((2-(trimethylsilyl)ethoxy)methyl)-1H-benzo[d]imidazol-6-yl)oxy)quinoxalin-2-yl)-1H-pyrazol-1-yl)-1-(ethylsulfonyl)azetidin-3-yl)acetonitrile